CC=1OC=CC1SSC1=C(OC=C1)C Bis-(2-methyl-3-furyl)disulfide